C1(=CC=CC=C1)CC(C1=CC=CC=C1)(C1=CC=CC=C1)C1=CC=CC=C1 Tetraphenyl-ethane